N-(6-(5-(difluoromethyl)-1,2,4-oxadiazol-3-yl)-2,3-dihydrofuro[3,2-b]pyridin-3-yl)-2-methylisonicotinamide FC(C1=NC(=NO1)C=1C=C2C(=NC1)C(CO2)NC(C2=CC(=NC=C2)C)=O)F